Tert-butyl (1-((2'-((methoxycarbonyl)amino)-4-(trifluoromethyl)-[2,4'-bipyridin]-5-yl)oxy)-2,4-dimethylpent-3-en-2-yl)carbamate COC(=O)NC1=NC=CC(=C1)C1=NC=C(C(=C1)C(F)(F)F)OCC(C=C(C)C)(C)NC(OC(C)(C)C)=O